5-(4-((3-ethyl-2-oxo-1,2,3,4-tetrahydroquinazolin-7-yl)methyl)piperazin-1-yl)-N-methylpyridineamide C(C)N1C(NC2=CC(=CC=C2C1)CN1CCN(CC1)C=1C=CC(=NC1)C(=O)NC)=O